1-(2-chloro-3,3,3-trifluoro-1-propenyl)-4-bromobenzene ClC(=CC1=CC=C(C=C1)Br)C(F)(F)F